ferrocen [CH-]1C=CC=C1.[CH-]1C=CC=C1.[Fe+2]